2-[(1S,4S,5R)-5-[5-cyclopropyl-3-(2,6-dichlorophenyl)-1,2-oxazole-4-carbonyloxy]-2-azabicyclo[2.2.1]heptan-2-yl]-4-(2,2,2-trifluoroethoxy)-1,3-benzothiazole-6-carboxylic acid C1(CC1)C1=C(C(=NO1)C1=C(C=CC=C1Cl)Cl)C(=O)O[C@H]1[C@@H]2CN([C@H](C1)C2)C=2SC1=C(N2)C(=CC(=C1)C(=O)O)OCC(F)(F)F